ClC(C1=C(C=C(C=C1)C)C=1SC(=CC1)[Si](C)(C)C)[Si](C)(C)C (chloro{4-methyl-2-[5-(trimethylsilyl)thiophen-2-yl]phenyl}methyl)trimethylsilane